C(CCCCCCCCCCCCCCCCC)OC=1C=C(C(=O)OCC(=O)O)C=C(C1OCCCCCCCCCCCCCCCCCC)OCCCCCCCCCCCCCCCCCC ((3,4,5-Tri(octadecyloxy)benzoyl)oxy)acetic acid